4-(3,8-Diazabicyclo[3.2.1]oct-3-yl)-6-(1-methyl-1H-pyrazol-4-yl)-7H-pyrrolo[2,3-d]pyrimidine hydrochloride Cl.C12CN(CC(CC1)N2)C=2C1=C(N=CN2)NC(=C1)C=1C=NN(C1)C